ClC=1N=C(NC1[C@H]1[C@H](CN(CC1)C(=O)NC)C)C1=NC=C(C=C1)F (3R,4R)-4-[4-Chloro-2-(5-fluoro-2-pyridyl)-1H-imidazol-5-yl]-N,3-dimethyl-piperidine-1-carboxamide